5-cyclopropyl-3-(8-methoxy-6-((6-(oxetan-3-yl)-5,6,7,8-tetrahydro-1,6-naphthyridin-2-yl)methoxy)-[1,2,4]triazolo[4,3-b]pyridazin-3-yl)isoxazole C1(CC1)C1=CC(=NO1)C1=NN=C2N1N=C(C=C2OC)OCC2=NC=1CCN(CC1C=C2)C2COC2